5-(2-(dimethylamino)acetamido)-3,4-dihydroisoquinoline-2(1H)-carboxylic acid tert-butyl ester C(C)(C)(C)OC(=O)N1CC2=CC=CC(=C2CC1)NC(CN(C)C)=O